ClC(C)C1OC2=C(C1)C=CC=C2 1-chloroethyl-2,3-dihydrobenzofuran